CN1[C@@H]2CC[C@H]1CC(C2)OC3C4=CC=CC=C4CCC5=CC=CC=C35.C(C(=O)O)C(CC(=O)O)(C(=O)O)O The molecule is a citrate salt that is the dihydrogen citrate salt of deptropamine. It has a role as a muscarinic antagonist, a H1-receptor antagonist and a parasympatholytic. It contains a deptropine.